C[C@H](C[C@H](C)OC(=O)CC(=O)C1=CC(=C(C=C1)O)O)/C=C(\\C)/C[C@H](C)C(=O)N[C@@H](C)C(=O)N(C)[C@H](CC2=C(NC3=CC=CC=C32)Br)C(=O)N The molecule is a depsipeptide isolated from Jaspis splendens. It has a role as an antineoplastic agent, an animal metabolite and a marine metabolite. It is a depsipeptide, a member of indoles, an organobromine compound, a member of catechols and a carboxylic ester.